N1=CC=C(C=C1)C1=CC=C2C(=CNC2=C1)C=O 6-(PYRIDIN-4-YL)-1H-INDOLE-3-CARBALDEHYDE